11-((3-Methoxypropyl)amino)-6-methyl-3-(methylsulfonyl)-6,11-dihydrodibenzo[c,f][1,2]thiazepine 5,5-dioxide COCCCNC1C2=C(N(S(C3=C1C=CC(=C3)S(=O)(=O)C)(=O)=O)C)C=CC=C2